4,5-dihydro-2H-furo[2,3-g]indazole-7-carboxylic acid N=1NC=C2CCC3=C(C12)C=C(O3)C(=O)O